NC1=C(C(=NN1C1=NNC(C=C1)=O)C1=CC=CC=C1)CC1=CC=C(C=C1)S(=O)(=O)N 4-((5-amino-1-(6-oxo-1,6-dihydropyridazin-3-yl)-3-phenyl-1H-pyrazol-4-yl)methyl)benzenesulfonamide